tert-Butyl 3-((1S,2S)-2-fluorocyclopropanecarboxamido)-6-(4-methoxypyridin-3-yl)cinnolin-8-ylcarbamate F[C@@H]1[C@@H](C1)C(=O)NC=1N=NC2=C(C=C(C=C2C1)C=1C=NC=CC1OC)NC(OC(C)(C)C)=O